C(C)C1=C(NC2=CC=C(C=C12)C1CCNCC1)C1=C2C(=NC=C1)NC=C2C 4-(3-ethyl-5-(piperidin-4-yl)-1H-indol-2-yl)-3-methyl-1H-pyrrolo[2,3-b]pyridine